1-(4-((4-(4-cyano-2,6-difluorophenyl)piperazin-1-yl)methyl)oxazol-2-yl)-3-ethylurea C(#N)C1=CC(=C(C(=C1)F)N1CCN(CC1)CC=1N=C(OC1)NC(=O)NCC)F